(2S)-N-((2-(2,6-Dioxopiperidin-3-yl)-1-oxoisoindolin-5-yl)methyl)-2-((4-methylphenyl)sulphonamido)-2-phenylacetamide O=C1NC(CCC1N1C(C2=CC=C(C=C2C1)CNC([C@H](C1=CC=CC=C1)NS(=O)(=O)C1=CC=C(C=C1)C)=O)=O)=O